O1NC(CC2=C1C=CC=C2)=O BENZOXAZIN-3(4H)-ONE